CC=1C(=CC2=C(OCO2)C1)CCC(=O)O 3-(6-methylbenzo[d][1,3]dioxol-5-yl)propanoic acid